tert-butyl (((7-fluoro-4-hydroxyspiro[chromane-2,1'-cyclobutan]-4-yl)methyl)sulfonyl)carbamate FC1=CC=C2C(CC3(CCC3)OC2=C1)(O)CS(=O)(=O)NC(OC(C)(C)C)=O